C(C)C(C(=O)O[C@]1(CN(CCC1)C=1C2=C(N=C(N1)OC[C@@]13CCCN3[C@H](CC1)CO)C(=C(N=C2)Cl)F)C)CCCCCCCC\C=C/CCCCCCCC (R)-1-(7-chloro-8-fluoro-2-(((3R,7aR)-3-(hydroxymethyl)tetrahydro-1H-pyrrolizin-7a(5H)-yl)methoxy)pyrido[4,3-d]pyrimidin-4-yl)-3-methylpiperidin-3-ol ethyl-gondoate